OC=1C=C(C=CC1)S(=O)(=O)C1=C2C(N(N(C2=CC(=C1)NC1=NC=CC=C1)C1=CC=CC=C1)C=1C=CC2=C(N(C=N2)C)C1)=O 4-[(3-hydroxyphenyl)sulfonyl]-2-(1-methyl-1H-benzo[d]imidazol-6-yl)-1-phenyl-6-(pyridin-2-ylamino)-1,2-dihydro-3H-indazol-3-one